NCCC[Si](O[Si](C)(C)C)(O[Si](C)(C)C)O[Si](C)(C)C 3-aminopropyltris(trimethylsiloxy)silane